(Z)-N-(3-nitrophenyl)-2-(2-oxoindoline-3-ylidene)hydrazine [N+](=O)([O-])C=1C=C(C=CC1)N\N=C\1/C(NC2=CC=CC=C12)=O